2,2',2''-(1,4,7,10-tetraazacyclododecane-1,4,7-triyl)triacetic acid N1(CCN(CCN(CCNCC1)CC(=O)O)CC(=O)O)CC(=O)O